O1C2=C(OCCC1)C=C(C=C2)C=2C=C(C=CC2)B(O)O (3-(3,4-dihydro-2H-benzo[b][1,4]dioxepin-7-yl)phenyl)boronic acid